5-chloro-2-((4-ethylphenyl)thio)phenol ClC=1C=CC(=C(C1)O)SC1=CC=C(C=C1)CC